Tert-butyl (S)-5-amino-4-(4-((6-((1-(4-cyano-2-fluorophenyl)piperidin-4-yl)thio)-2-fluoropyridin-3-yl)methoxy)-1-oxoisoindolin-2-yl)-5-oxopentanoate NC([C@H](CCC(=O)OC(C)(C)C)N1C(C2=CC=CC(=C2C1)OCC=1C(=NC(=CC1)SC1CCN(CC1)C1=C(C=C(C=C1)C#N)F)F)=O)=O